diisopropyl-2,3-butane-diamine C(C)(C)C(C(C)(N)C(C)C)(C)N